C(C)(C)(C)C=1C=C(C=2NC3=CC=C(C=C3C2C1)C(C)(C)C)C1=CC(=CC2=CC=CC=C12)NC1=CC(=CC(=C1)C(C)(C)C)C(C)(C)C 4-(3,6-di-tert-butyl-9H-carbazol-1-yl)-N-(3,5-di-tert-butylphenyl)naphthalen-2-amine